P(=O)(OCCCOCCCCNCCNCCCCCNCCCCNCCCCC)(OCC[N+](C)(C)C)[O-] 4-oxa-9,12,18,23-tetraazaoctacosyl (2-(trimethylammonio)ethyl) phosphate